Cl[C@@]1([C@H](O)[C@H](O)[C@@H](C)O1)N1C=NC=2C(N)=NC=NC12 chloro-5'-deoxyadenosine